3-(3-chloro-5-(1-(tetrahydro-2H-pyran-2-yl)-1H-1,2,4-triazol-3-yl)phenyl)morpholine ClC=1C=C(C=C(C1)C1=NN(C=N1)C1OCCCC1)C1NCCOC1